isopropyl-4-(3-vinyl-1H-1,2,4-triazol-1-yl)pyridazin-3(2H)-one C(C)(C)N1N=CC=C(C1=O)N1N=C(N=C1)C=C